FC1(CC(C1)N1N=CC(=C1)B1OC(C(O1)(C)C)(C)C)CN1CCN(CC1)C1=C(C=C(C=C1)[N+](=O)[O-])F 1-((1-fluoro-3-(4-(4,4,5,5-tetramethyl-1,3,2-dioxaborolan-2-yl)-1H-pyrazol-1-yl)cyclobutyl)methyl)-4-(2-fluoro-4-nitrophenyl)piperazine